NCCC[Si](O[Si](OCC)(CCCN)O)(OCC)O 1,3-bis(3-aminopropyl)-1,3-diethoxydihydroxyl-disiloxane